ClC1=CC=C(C=C1)C[C@@H](C)N (R)-(-)-2-(4-chlorophenyl)-1-methylethylamine